OC=1C=C(C=CC1OC)\C=N\S(=O)C(C)(C)C (NE)-N-[(3-Hydroxy-4-methoxy-phenyl)methylene]-2-methyl-propane-2-sulfinamide